methyl 4-oxo-2-(phenylethynyl)chromane-2-carboxylate O=C1CC(OC2=CC=CC=C12)(C(=O)OC)C#CC1=CC=CC=C1